NC1=C(C=C(C=C1)C)NC(N(C)CCN(C(=O)N1C=CC2=C1N=CN=C2N(C)[C@H]2CN(CC[C@H]2C)C(CC#N)=O)C)=O N-(2-(3-(2-amino-5-methylphenyl)-1-methylureido)ethyl)-4-(((3R,4R)-1-(2-cyanoacetyl)-4-methylpiperidin-3-yl)(methyl)amino)-N-methyl-7H-pyrrolo[2,3-d]pyrimidine-7-carboxamide